(R)-ethyl 2-(N-Boc-amino)-5-carbonyl-hexanoate C(=O)(OC(C)(C)C)N[C@@H](C(=O)OCC)CCC(C)=C=O